BrC=1C(=NN(C1NC(=O)N[C@@H]1CN(C[C@H]1C1=CC=C(C=C1)F)CCOC)C1=CC=CC=C1)OC[C@@H](C)O 1-(4-bromo-3-((R)-2-hydroxypropoxy)-1-phenyl-1H-pyrazol-5-yl)-3-((3s,4R)-4-(4-fluorophenyl)-1-(2-methoxyethyl)pyrrolidin-3-yl)urea